CC(C)N1C(=O)C2=CC=CC=C2NS1(=O)=O The molecule is a benzothiadiazine that is 1H-2,1,3-benzothiadiazin-4(3H)-one 2,2-dioxide substituted by an isopropyl group at position 3. It has a role as an environmental contaminant, a xenobiotic and a herbicide.